BrC1=CC(=CC=2C=C(OC21)F)COC2=C(C=CC(=C2)CC)CC(=O)OCC ethyl 2-(2-((7-bromo-2-fluorobenzofuran-5-yl)methoxy)-4-ethylphenyl)acetate